N-[trans-(7RS,9RS)-3-cyclopropyl-9-(methanesulfonamido)-5-(2-methylpropylsulfamoyl)-8,9-dihydro-7H-cyclopenta[h]isoquinolin-7-yl]pyridine-3-carboxamide C1(CC1)C=1N=CC2=C3C(=CC(=C2C1)S(NCC(C)C)(=O)=O)[C@@H](C[C@H]3NS(=O)(=O)C)NC(=O)C=3C=NC=CC3 |r|